C(C1=CC=CC=C1)OC(=O)N1[C@H](CCC1)[C@@H]1O[C@H]1C1=CC=C(C=C1)F (R)-2-((2S,3S)-3-(4-fluorophenyl)oxirane-2-yl)pyrrolidine-1-carboxylic acid benzyl ester